C(C1=CC=CC=C1)SC1=CC(=CC=C1)C1CCCCC1 benzyl(3-cyclohexylphenyl)sulfane